(N-(2-(1-(6,7-dimethoxyquinazolin-4-yl)piperidin-4-yl)-2-methylpropyl)sulfamoyl)carbamic acid tert-butyl ester C(C)(C)(C)OC(NS(NCC(C)(C)C1CCN(CC1)C1=NC=NC2=CC(=C(C=C12)OC)OC)(=O)=O)=O